2,2-difluoro-6-(2-methylpyridin-4-yl)morpholine methyl-4-(2-aminoacetamido)-3-methoxybenzoate HCl salt Cl.COC(C1=CC(=C(C=C1)NC(CN)=O)OC)=O.FC1(CNCC(O1)C1=CC(=NC=C1)C)F